N1(CCCCCC1)C1=NC=C(C=C1C(=O)NC=1C=CC=2N(C1)C(=CN2)Br)C(F)(F)F 2-(azepan-1-yl)-N-(3-bromoimidazo[1,2-a]pyridin-6-yl)-5-(trifluoromethyl)pyridine-3-carboxamide